5-dimethylamino-2-thiophenecarboxaldehyde CN(C1=CC=C(S1)C=O)C